[2-Chloro-3-(2,2-dioxo-2λ6-thia-6-azaspiro[3.3]heptan-6-yl)-5-fluoro-phenyl]-[3-(3,5-difluorophenyl)-2,7-dimethyl-5,7-dihydro-4H-pyrazolo[3,4-c]pyridin-6-yl]methanone ClC1=C(C=C(C=C1N1CC2(CS(C2)(=O)=O)C1)F)C(=O)N1C(C=2C(CC1)=C(N(N2)C)C2=CC(=CC(=C2)F)F)C